1-tert-butoxycarbonyl-3-p-tolylthioethyl-4-methyl-1,5-dihydro-2H-2-pyrrolone C(C)(C)(C)OC(=O)N1C(C(=C(C1)C)CCSC1=CC=C(C=C1)C)=O